C(CCCCCCCCCCCCC\C=C/CCCCCCCC)O (Z)-tetracosan-15-en-ol